C(C)OC(=O)C1=NC(=NN1C1=C(C(=CC=C1)Br)F)C 1-(3-bromo-2-fluorophenyl)-3-methyl-1H-1,2,4-triazole-5-carboxylic acid ethyl ester